C(C)(C)(C)OC(=O)N1N=C(C2=CC=C(C=C12)[C@@H]1C[C@@]12C(N(C1=CC=C(C=C21)OC)C(=O)OC(C)(C)C)=O)NC2=NC=NC=C2Cl 6-((1R,2S)-1'-(tert-butoxycarbonyl)-5'-methoxy-2'-oxospiro[cyclopropane-1,3'-indoline]-2-yl)-3-((5-chloropyrimidin-4-yl)amino)-1H-indazole-1-carboxylic acid tert-butyl ester